3-bromo-5-methoxy-pyridine BrC=1C=NC=C(C1)OC